(6S)-6-tert-butyl-N-{(1R)-1-[4-(6-hydroxy-5-methylpyridin-3-yl)phenyl]-3-piperidin-1-ylpropyl}-5,6,7,8-tetrahydrothieno[2,3-b]quinoline-2-carboxamide C(C)(C)(C)[C@@H]1CC=2C=C3C(=NC2CC1)SC(=C3)C(=O)N[C@H](CCN3CCCCC3)C3=CC=C(C=C3)C=3C=NC(=C(C3)C)O